[N+](=O)([O-])C1=C(OC2=C(/C=C/C=3CC(C=C(C3)C(C#N)(C#N)C3=C(C=C(C=C3)[N+](=O)[O-])[N+](=O)[O-])(C)C)C=C(C=C2)\C=C\C2=NC3=CC=CC=C3C=C2)C=CC(=C1)[N+](=O)[O-] 2-(5-((E)-2-(2,4-dinitrophenoxy)-5-((E)-2-(quinolin-2-yl)vinyl)styryl)-3,3-dimethylcyclohex-1,5-dien-1-yl)-2-(2,4-dinitrophenyl)malononitrile